[(1S,2S,3R,4S,6R)-2-acetoxy-4,6-diazido-3-[(2R,3S,4S,5R,6R)-6-(azidomethyl)-3,5-dibenzyloxy-4-fluoro-tetrahydropyran-2-yl]oxy-cyclohexyl]acetate C(C)(=O)O[C@H]1[C@H]([C@@H](C[C@@H]([C@H]1O[C@H]1O[C@@H]([C@H]([C@@H]([C@H]1OCC1=CC=CC=C1)F)OCC1=CC=CC=C1)CN=[N+]=[N-])N=[N+]=[N-])N=[N+]=[N-])CC(=O)[O-]